(2S,3R,4S)-2-[(2,3'-difluoro-5'-methyl[1,1'-biphenyl]-3-yl)methyl]-3-[(ethanesulfonyl)amino]-4-fluoro-N,N-dimethylpyrrolidine-1-carboxamide FC1=C(C=CC=C1C[C@@H]1N(C[C@@H]([C@@H]1NS(=O)(=O)CC)F)C(=O)N(C)C)C1=CC(=CC(=C1)C)F